2-(6-Chloropyridin-2-yl)acetohydrazide ClC1=CC=CC(=N1)CC(=O)NN